ClC1(C(C(CNC2=CC=CC=C2)=CC(=C1OC1=CC=C(C=C1)Cl)I)O)I N-(3'-chloro-4'-p-chlorophenoxy-3,5-diiodosalicyl)aniline